C(C)[C@@H]1[C@H](N(C[C@H]1O)C(=O)[O-])C(=O)[O-] (2s,3r,4s)-3-ethyl-4-hydroxypyrrolidine-1,2-dicarboxylate